C(#C)C1=CCCN(C1)C(=O)OC(C)(C)C tert-butyl 5-ethynyl-3,6-dihydro-2H-pyridine-1-carboxylate